(E)-1-(4-amino-1,2,5-oxadiazol-3-yl)-N'-(pyridin-2-ylmethylene)-1H-1,2,3-triazole-4-carbohydrazide NC=1C(=NON1)N1N=NC(=C1)C(=O)N/N=C/C1=NC=CC=C1